Tert-butyl 3-(4-(4-amino-3-(6-phenoxypyridin-3-yl)-1H-pyrazolo[3,4-d]pyrimidin-1-yl)piperidin-1-yl)-[1,3'-biazetidin]-1'-carboxylate NC1=C2C(=NC=N1)N(N=C2C=2C=NC(=CC2)OC2=CC=CC=C2)C2CCN(CC2)C2CN(C2)C2CN(C2)C(=O)OC(C)(C)C